OC(C(=O)O)(C(CCCC)O)C 2,3-dihydroxy-2-methylheptanoic acid